bis((5-nitrofuran-2-yl) methyl)-5-fluoro-2,4-dioxopyrimidine-1,3(2H,4H)-dicarboxylate [N+](=O)([O-])C1=CC=C(O1)COC(=O)N1C(N(C(C(=C1)F)=O)C(=O)OCC=1OC(=CC1)[N+](=O)[O-])=O